(1R,5S,6S)-bicyclo[3.1.0]Hex-2-ene-6-carboxylic acid [C@H]12C=CC[C@@H]2[C@@H]1C(=O)O